(S)-6-allyl-2-((4-((2-hydroxy-1-phenylethyl)amino)-5-(3-(pyridin-4-yl)-1,2,4-oxadiazol-5-yl)pyridin-2-yl)amino)-7,7-dimethyl-6,7-dihydro-5H-pyrrolo[3,4-b]pyridin-5-one C(C=C)N1C(C2=NC(=CC=C2C1=O)NC1=NC=C(C(=C1)N[C@H](CO)C1=CC=CC=C1)C1=NC(=NO1)C1=CC=NC=C1)(C)C